5-Bromo-3-phenylisothiazole BrC1=CC(=NS1)C1=CC=CC=C1